ClC1=C(C(=CC(=C1)Cl)Cl)N1N=C(C(=C1F)C(F)(F)F)OC 1-(2,4,6-trichlorophenyl)-5-fluoro-3-methoxy-4-trifluoromethylpyrazole